N[C@@H]1[C@H](CCCC1)C1=C(C2=NC(=CC(=C2S1)NCC=1OC=CC1)Cl)C#C 2-((1S,2S)-2-aminocyclohexyl)-5-chloro-3-ethynyl-N-(furan-2-ylmethyl)thieno[3,2-b]pyridin-7-amine